(1R,5S)-3-[5-chloro-1-[1-[3-(methoxymethyl)-1-bicyclo[1.1.1]pentanyl]pyrazol-4-yl]indazol-6-yl]-8-methyl-3-azabicyclo[3.2.1]octan-8-ol ClC=1C=C2C=NN(C2=CC1N1C[C@H]2CC[C@@H](C1)C2(O)C)C=2C=NN(C2)C21CC(C2)(C1)COC